N1(CCOCC1)CCON=CC=1C(=NC=NC1NC1=CC(=C(C=C1)OCC1=CC=CC=C1)Cl)N 4-amino-6-[4-(benzyloxy)-3-chloroanilino]pyrimidine-5-carbaldehyde O-[2-(4-morpholinyl)ethyl] oxime